5-methyl-N2-(3-methylindazol-6-yl)-N4-(2-oxo-2,3-dihydro-1,3-benzoxazol-5-yl)-2,4-pyrimidinediamine CC=1C(=NC(=NC1)NC1=CC=C2C(=NNC2=C1)C)NC=1C=CC2=C(NC(O2)=O)C1